tert-butyl {2-[(5,7-difluoro-1H-indol-3-yl)amino]-5-(trifluoromethyl)-1H-benzo[d]imidazol-1-yl}(methyl)carbamate FC=1C=C2C(=CNC2=C(C1)F)NC1=NC2=C(N1N(C(OC(C)(C)C)=O)C)C=CC(=C2)C(F)(F)F